((1S,2R)-2-((2-(2,6-dioxopiperidin-3-yl)-1,3-dioxoisoindolin-5-yl)(methyl)amino)cyclohexyl)glycine O=C1NC(CCC1N1C(C2=CC=C(C=C2C1=O)N([C@H]1[C@H](CCCC1)NCC(=O)O)C)=O)=O